[4,4'-bipyridine]-2,2'-diamine N1=C(C=C(C=C1)C1=CC(=NC=C1)N)N